5-[(4-dimethylaminophenoxypropylsulfanyl)methyl]-1,3,4-oxadiazol-2(3H)-one CN(C1=CC=C(OCCCSCC2=NNC(O2)=O)C=C1)C